CC1=NC(=CC2=C1C(NC2=O)=O)C2=CC=CC=C2 4-methyl-6-phenyl-1H-pyrrolo[3,4-c]pyridine-1,3(2H)-dione